C1CC2=CC=CC=C2NC1 Tetrahydroquinoline